NC1=C(C(NC2=C(C=CC=C12)C=1C=NC=CC1OC)=O)C(=O)NC1CC1 4-amino-N-cyclopropyl-8-(4-methoxy-3-pyridinyl)-2-oxo-1H-quinoline-3-carboxamide